1-octadecanoyl-sn-glycerol C(CCCCCCCCCCCCCCCCC)(=O)OC[C@@H](O)CO